(6-(3-cyclopropyl-4-(quinoxalin-2-yl)-1H-pyrazol-1-yl)spiro[3.3]heptan-2-yl)methanol C1(CC1)C1=NN(C=C1C1=NC2=CC=CC=C2N=C1)C1CC2(CC(C2)CO)C1